C(C)N(CC)C#CC N,N-diethyl-propynylamine